C(C)(C)(C)OC(=O)NC=1C=CC(=NC1)C=1C=NN(C1C(=O)OC)C methyl 4-(5-((tert-butoxycarbonyl) amino) pyridin-2-yl)-1-methyl-1H-pyrazole-5-carboxylate